CN(C1=CC=C(C=C1)C(=O)C1=C(C=CC=C1)O)C (4-(dimethylamino)phenyl)(2-hydroxyphenyl)methanone